CC1=CC(=NC=C1)CN1C=C(C2=CC=CC=C12)C(=O)O 1-((4-methylpyridin-2-yl)methyl)-1H-indole-3-carboxylic Acid